(S)-2-(2-chloro-4-(6-((4-cyanobenzyl)oxy)pyridin-2-yl)-5-methylbenzyl)-1-(4,4-dimethyltetrahydrofuran-3-yl)-4-fluoro-1H-benzo[d]imidazole-6-carboxylic acid ClC1=C(CC2=NC3=C(N2[C@@H]2COCC2(C)C)C=C(C=C3F)C(=O)O)C=C(C(=C1)C1=NC(=CC=C1)OCC1=CC=C(C=C1)C#N)C